2-(chloromethyl)-7-(2-methoxyethoxy)-3-[[(2S)-oxetan-2-yl]methyl]benzimidazole-5-carboxylic acid methyl ester COC(=O)C1=CC2=C(N=C(N2C[C@H]2OCC2)CCl)C(=C1)OCCOC